BN([C@@H](CC1=CC=CC=C1)C(=O)O)B diboryl-phenylalanine